N-decyl-morpholine-N-oxide C(CCCCCCCCC)[N+]1(CCOCC1)[O-]